ClC1=NN(C=C1C1=NC=CC(=N1)NC=1N=CC2=C(C=CC(=C2C1)C(C)C)N1[C@@H]([C@H](C1)CS(=O)(=O)C)C)[C@@H]1COCC1 N-(2-(3-Chloro-1-((S)-tetrahydrofuran-3-yl)-1H-pyrazol-4-yl)pyrimidin-4-yl)-5-isopropyl-8-((2R,3S)-2-methyl-3-((methanesulfonyl)methyl)azetidin-1-yl)isoquinolin-3-amine